C(CCCCCCC\C=C/C\C=C/CCCCC)(=O)OC1=CC=C(C=C1)CC(=O)O 4-linoleoyloxyphenylacetic Acid